ethyl 7-(trifluoromethyl)-4,5,6,7-tetrahydrobenzo[d]thiazole-2-carboxylate FC(C1CCCC=2N=C(SC21)C(=O)OCC)(F)F